C1(=CC=CC=C1)[Al](C1=CC=CC=C1)C1=CC=CC=C1 tri-phenyl-aluminum